ClC=1C(=C(C=CC1)C[C@@H]1N(C[C@@H]([C@@H]1NS(=O)(=O)C)F)C(=O)OCC1=CC=CC=C1)F benzyl (2S,3R,4S)-2-[(3-chloro-2-fluorophenyl)methyl]-4-fluoro-3-[(methanesulfonyl)amino]pyrrolidine-1-carboxylate